O=C1CC[C@H](N1)C(=O)N[C@@H](CC1=CNC=N1)C(=O)N[C@@H](CC1=CNC2=CC=CC=C12)C(=O)N[C@@H](CO)C(=O)N[C@@H](CC1=CC=C(C=C1)O)C(=O)N[C@H](CC(C)C)C(=O)N[C@@H](CCCNC(N)=N)C(=O)N1[C@@H](CCC1)C(=O)NCC 5-oxo-L-prolyl-L-histidyl-L-tryptophyl-L-seryl-L-tyrosyl-D-leucyl-L-arginyl-N-ethyl-L-prolinamide